11,11'-(1,2-hexanediyl)bis-1,4,8,11-tetraazacyclotetradecane C(C(CCCC)N1CCNCCCNCCNCCC1)N1CCNCCCNCCNCCC1